C(CC(O)(C(=O)[O-])CC(=O)[O-])(=O)OCCCCCCCCCCCCCCCCCCCC monoeicosyl citrate